3-((tert-butoxycarbonyl) amino)-3-methylbutyl methanesulfonate CS(=O)(=O)OCCC(C)(C)NC(=O)OC(C)(C)C